CN1CCN(CC1)C1=CC=C(C=C1)C1(CC1)N 1-(4-(4-methylpiperazin-1-yl)phenyl)cyclopropylamine